N[C@H](C(=O)N1[C@@H]([C@H]2C([C@H]2C1)(C)C)C(=O)N[C@H](C(=O)N)C[C@H]1C(NCC1)=O)C(C)(C)C (1R,2S,5S)-3-[(2S)-2-amino-3,3-dimethyl-butanoyl]-N-[(1S)-2-amino-2-oxo-1-[[(3S)-2-oxopyrrolidin-3-yl]methyl]ethyl]-6,6-dimethyl-3-azabicyclo[3.1.0]hexane-2-carboxamide